(1-(4-((8-Chloro-7-methylquinolin-2-yl)amino)-3-fluoro-phenyl)ethyl)carbonate ClC=1C(=CC=C2C=CC(=NC12)NC1=C(C=C(C=C1)C(C)OC([O-])=O)F)C